N(=C=O)C1C2C3CCC(C2CC1)C3N=C=O 3,10-diisocyanatotricyclo[5.2.1.02,6]decane